tert-butyl (1R,3s,5S)-3-((6-chloropyridazin-3-yl) (methyl)amino)-8-azabicyclo[3.2.1]octane-8-carboxylate ClC1=CC=C(N=N1)N(C1C[C@H]2CC[C@@H](C1)N2C(=O)OC(C)(C)C)C